C1(=CC=CC=C1)C=1C=C(C2=CC=CC=C2C1)N1[13C](=CC2=CC=CC=C12)C1=CC=C(C=C1)OC N-(3-phenylnaphthyl)-2-(4-methoxyphenyl)-indole-13C